2-methoxy-2-methyl-1-butyl-1-aza-2-silacyclopentane CO[Si]1(N(CCC1)CCCC)C